FC1=CC=C(C=C1)N1C(=C(C2=C1C=C1C=NNC1=C2)C=2C=NN(C2)C(C(C)C)O)C2CCOCC2 [4-[5-(4-fluorophenyl)-6-tetrahydropyran-4-yl-1H-pyrrolo[2,3-f]indazol-7-yl]pyrazol-1-yl]-2-methyl-propan-1-ol